CP(CC1=CC=CC=C1)(CC1=CC=CC=C1)=O Methyldibenzyl-phosphin oxid